O=C1NC(CCC1N1CC2=C(C=C(C=C2C1=O)C#N)C1=CC=CC=C1)=O 2-(2,6-dioxopiperidin-3-yl)-3-oxo-7-phenylisoindoline-5-carbonitrile